5-(4-(Benzyloxy)-2,6-dimethylphenyl)-6-fluoro-3-isopropyl-1-toluenesulfonyl-1H-pyrrolo[3,2-b]pyridine C(C1=CC=CC=C1)OC1=CC(=C(C(=C1)C)C1=C(C=C2C(=N1)C(=CN2S(=O)(=O)CC2=CC=CC=C2)C(C)C)F)C